1-(4-(((1S,3'R,4'S,5'S,6'R)-5-chloro-3',4',5'-trihydroxy-6'-methyl-3',4',5',6'-tetrahydro-3H-spiro[isobenzofuran-1,2'-pyran]-6-yl)methyl)phenyl)cyclopropane-1-formonitrile ClC=1C=C2CO[C@]3(O[C@@H]([C@H]([C@@H]([C@H]3O)O)O)C)C2=CC1CC1=CC=C(C=C1)C1(CC1)C#N